7-(8-(4-ethoxy-4-oxobut-1-yn-1-yl)-7-fluoro-3-(methoxymethoxy)naphthalen-1-yl)-8-fluoro-6-nitro-2-(2,2,2-trifluoroethoxy)quinazoline C(C)OC(CC#CC=1C(=CC=C2C=C(C=C(C12)C1=C(C=C2C=NC(=NC2=C1F)OCC(F)(F)F)[N+](=O)[O-])OCOC)F)=O